(2S,5R,6R)-allyl 6-((R)-2-(allyl amino)-2-phenylacetamido)-3,3-dimethyl-7-oxo-4-thia-1-azabicyclo[3.2.0]heptane-2-carboxylate C(C=C)N[C@@H](C(=O)N[C@H]1[C@H]2SC([C@@H](N2C1=O)C(=O)OCC=C)(C)C)C1=CC=CC=C1